Cis-(4aS,10bS)-8-(1-cyclopropyl-1H-pyrazol-4-yl)-2,3,4,4a,6,10b-hexahydro-1H-isochromeno[4,3-b]pyridine hydrochloride Cl.C1(CC1)N1N=CC(=C1)C=1C=CC2=C(C1)CO[C@@H]1[C@H]2NCCC1